(6-Bromo-2-ethyl-8-fluoro-imidazo[1,2-a]pyridin-3-yl)-[4-(4-fluoro-phenyl)-thiazol-2-yl]-methyl-amine BrC=1C=C(C=2N(C1)C(=C(N2)CC)N(C)C=2SC=C(N2)C2=CC=C(C=C2)F)F